F\C(=C/CN1C(C2=CC=CC=C2C1=O)=O)\C(SC1=CC=CC=C1)(F)F (Z)-2-(3,4,4-trifluoro-4-(phenylsulfanyl)but-2-en-1-yl)isoindoline-1,3-dione